ClC=1N=C(SC1)C=1N=NN(C1)[C@@H]1[C@H]([C@@H](SC=2C(=NC=C(C2)Br)C(N(C)C)=O)O[C@@H]([C@@H]1O)CO)OCC 5-Bromo-2-(N,N-dimethylcarbamoyl)pyridin-3-yl 3-[4-(4-chlorothiazol-2-yl)-1H-1,2,3-triazol-1-yl]-3-deoxy-2-O-ethyl-1-thio-α-D-galactopyranoside